vinylidenebis(N,N-dimethylaniline) C(=C)(C1=C(N(C)C)C=CC=C1)C1=C(N(C)C)C=CC=C1